BrC=1C=C2C(C=C(N(C2=CC1)C)C(F)(F)F)=O 6-bromo-1-methyl-2-(trifluoromethyl)quinolin-4(1H)-one